cyclohexanecarboxylic acid calcium salt [Ca+2].C1(CCCCC1)C(=O)[O-].C1(CCCCC1)C(=O)[O-]